tert-butyl (2S,4R)-4-([1,2,4]triazolo[1,5-a]pyridin-6-yloxy)-2-methylpyrrolidine-1-carboxylate N=1C=NN2C1C=CC(=C2)O[C@@H]2C[C@@H](N(C2)C(=O)OC(C)(C)C)C